(1s,3R)-3-((6-(2-((((1S,2S)-2-hydroxycyclopentyl)oxy)methyl)pyrimidin-5-yl)benzo[d]thiazol-2-yl)carbamoyl)-3-methylpiperazine-1-carboxamide O[C@@H]1[C@H](CCC1)OCC1=NC=C(C=N1)C1=CC2=C(N=C(S2)NC(=O)[C@]2(CN(CCN2)C(=O)N)C)C=C1